1-(2-((1-((dimethylamino)methyl)cyclopropyl)methoxy)-7-(8-ethynyl-3-hydroxynaphthalen-1-yl)-8-fluoroquinazolin-4-yl)-3-methylpiperidin-3-ol CN(C)CC1(CC1)COC1=NC2=C(C(=CC=C2C(=N1)N1CC(CCC1)(O)C)C1=CC(=CC2=CC=CC(=C12)C#C)O)F